2-(7-bromo-3-oxo-2,3-dihydro-4H-benzo[b][1,4]oxazin-4-yl)acetamide BrC=1C=CC2=C(OCC(N2CC(=O)N)=O)C1